The molecule is a D-galactosylglycerol that is beta-D-glucopyranose in which the hydrogen of the anomeric hydroxy group has been replaced by a 2,3-dihydroxypropyl group. C([C@@H]1[C@@H]([C@@H]([C@H]([C@@H](O1)OCC(CO)O)O)O)O)O